C1P(CP1=S)=S 2,4-diphosphetane-2,4-disulfide